N(=C=O)C(CC)C1=CC(=CC=C1)C(CC)N=C=O 1,3-bis(1-isocyanato-1-propyl)benzene